Non-diene CCCCCC=CC=C